4-bromo-1-cyclopropyl-pyridin-2-one BrC1=CC(N(C=C1)C1CC1)=O